3-chloro-N-[2,6-difluoro-4-[2-(5-methyl-3-pyridyl)ethynyl]phenyl]-2-methyl-benzenesulfonamide ClC=1C(=C(C=CC1)S(=O)(=O)NC1=C(C=C(C=C1F)C#CC=1C=NC=C(C1)C)F)C